[Ti].N1=CC=CC=C1 pyridine titanium